CC1=NC(=CC(=C1)C1=C(C(=C(C(=C1N1C2=CC=C(C=C2C=2C=C(C=CC12)C)C)C1=NC(=NC(=C1)C1=CC=CC=C1)C1=CC=CC=C1)N1C2=CC=C(C=C2C=2C=C(C=CC12)C)C)N1C2=CC=C(C=C2C=2C=C(C=CC12)C)C)N1C2=CC=C(C=C2C=2C=C(C=CC12)C)C)C 9,9',9'',9'''-(4-(2,6-dimethylpyridin-4-yl)-6-(2,6-diphenylpyrimidin-4-yl)benzene-1,2,3,5-tetrayl)tetrakis(3,6-dimethyl-9H-carbazole)